C(OC(C)(C)C)(O[C@@H](C)C=1C(=NC(=CC1)N1C=NC2=C1C=CC(=C2)NC=2N=NC(=CC2)C)N2N=C(C=C2C)C#N)=O tert-butyl [(1s)-1-[2-(3-cyano-5-methyl-pyrazol-1-yl)-6-[5-[(6-methylpyridazin-3-yl)amino] benzimidazol-1-yl]-3-pyridyl] ethyl] carbonate